O=P=O.[Tc+5] technetium (V) dioxophosphine